OC1(CC=C(C=2C(C3=C(C=CC(=C3C(C12)=O)N)O)=O)N)C(=O)[O-] 1,5-dihydroxy-4,8-diaminoanthraquinoneAt